5-[4-Amino-5-(trifluoromethyl)pyrrolo[2,1-f][1,2,4]triazin-7-yl]-N-[(3R,4S)-4-fluoro-1-(6-fluoro-2,3-dihydro-1H-inden-1-yl)pyrrolidin-3-yl]-2-methoxypyridin-3-carboxamid NC1=NC=NN2C1=C(C=C2C=2C=C(C(=NC2)OC)C(=O)N[C@@H]2CN(C[C@@H]2F)C2CCC1=CC=C(C=C21)F)C(F)(F)F